C[C@H](CCO)CC\C=C(\CC)/C (S,E)-3,7-dimethylnon-6-en-1-ol